(S)-(2,7-dimethyl-3-(3,4,5-trifluorophenyl)-2,4,5,7-tetrahydro-6H-pyrazolo[3,4-c]pyridin-6-yl)(1-methyl-1H-pyrrolo[2,3-b]pyridin-2-yl)methanone CN1N=C2[C@@H](N(CCC2=C1C1=CC(=C(C(=C1)F)F)F)C(=O)C1=CC=2C(=NC=CC2)N1C)C